4-(6-vinylquinazolin-2-yl)thiomorpholine 1,1-dioxide C(=C)C=1C=C2C=NC(=NC2=CC1)N1CCS(CC1)(=O)=O